2-[6-[(3aS,7aR)-6-methyl-3,3a,4,5,7,7a-hexahydro-2H-pyrrolo[2,3-c]pyridin-1-yl]-4-methyl-pyridazin-3-yl]-5-methyl-phenol CN1C[C@H]2[C@@H](CC1)CCN2C2=CC(=C(N=N2)C2=C(C=C(C=C2)C)O)C